[N+](=O)([O-])C=1C=C2C=NNC(C2=CC1)=O 6-nitrophthalazine-1(2H)-one